CC1([C@H]2CCC([C@@H]1C2)C(CCC=C)=O)C 1-((1S,5S)-6,6-dimethylbicyclo[3.1.1]heptan-2-yl)pent-4-en-1-one